5-[(3-chlorophenoxy)methyl]-4-methyl-4H-1,2,4-triazole ClC=1C=C(OCC=2N(C=NN2)C)C=CC1